1-(4-bromo-2-fluorophenyl)-N,N-dimethylmethanamine BrC1=CC(=C(C=C1)CN(C)C)F